C1(CC1)N1N=NC=C1 cyclopropyl-3H-triazole